C1(CC1)CC1(NC(OC2=C1C=CC=C2)=O)C2=CC=CC=C2 4-Cyclopropylmethyl-4-phenyl-1,3-benzoxazin-2(4H)-one